O=C([C@H](CC1CCN(CC1)C(CCCC)=O)NC(OCC1=CC=CC=C1)=O)N1CCN(CC1)C1=CC=NC=C1 benzyl {(2S)-1-oxo-3-(1-pentanoylpiperidin-4-yl)-1-[4-(pyridin-4-yl)piperazin-1-yl]propan-2-yl}carbamate